3-((3,4,5-trifluorobenzyl)oxy)-7,8-dihydro-1H,6H,9H-7,8a-methanopyrrolo[1',2':3,4]imidazo[1,2-c]pyrimidin-1-one FC=1C=C(COC=2C=C3N(C(N2)=O)CC24N3CC(C2)C4)C=C(C1F)F